5-(1H-pyrazol-4-yl)-1-(1,2,3,6-tetrahydropyridin-4-yl)phthalazine N1N=CC(=C1)C1=C2C=NN=C(C2=CC=C1)C=1CCNCC1